ClC=1C=C(C=CC1)C=1N=C(SC1)C12CC(C1)(C2)NC(=O)C2=NC(=NS2)C2(CC2)S(=O)(=O)C N-[3-[4-(3-chlorophenyl)thiazol-2-yl]-1-bicyclo[1.1.1]pentanyl]-3-(1-methylsulfonylcyclopropyl)-1,2,4-thiadiazole-5-carboxamide